FC1(C=2N(CC(CC1)O)N=C1C2CN([C@@H](C1)C)C(=O)[O-])F (R)-11,11-difluoro-8-hydroxy-3-methyl-1,3,4,7,8,9,10,11-octahydro-2H-pyrido-[4',3':3,4]pyrazolo[1,5-a]azepine-2-carboxylate